N1C=C(C2=CC=CC=C12)C1N(C(C2=CC=C(C=C2C1)C1=CC=CC=C1)=O)C(=O)N (1H-indol-3-yl)-1-oxo-6-phenyl-3,4-dihydroisoquinoline-2(1H)-carboxamide